C(CCCCCC)OC(C\C=C/CCO)OCCCCCCC (3Z)-6,6-diheptyloxy-3-hexen-1-ol